(2-(Cyclohexyloxy)-4,6-dihydroxy-3-methylphenyl)(5-(piperazin-1-ylmethyl)isoindolin-2-yl)methanone C1(CCCCC1)OC1=C(C(=CC(=C1C)O)O)C(=O)N1CC2=CC=C(C=C2C1)CN1CCNCC1